C1=CC(=C(C(=C1)Cl)Cl)F 2,3-dichlorofluorobenzene